(2,7-di-tert-butyl-fluorenyl)hafnium dichloride [Cl-].[Cl-].C(C)(C)(C)C1=C(C=2CC3=CC(=CC=C3C2C=C1)C(C)(C)C)[Hf+2]